C1(CC1)C(=O)NC1=CC(=C(OC[C@@H]2N(CC2)C(=O)OC(C)(C)C)C=C1)C=1C(=NC=NC1C)C tert-butyl (2R)-2-[[4-(cyclopropanecarbonylamino)-2-(4,6-dimethylpyrimidin-5-yl)phenoxy]methyl]azetidine-1-carboxylate